FC(C=1C=C(C=C(C1)C(F)(F)F)C(C1=CC=C(C=C1)C(C)(C)C)S(=O)(=O)C(C1=CC=C(C=C1)C(C)(C)C)C1=CC(=CC(=C1)C(F)(F)F)C(F)(F)F)(F)F 3,5-bis(trifluoromethyl)phenyl-4-tert-butylbenzylsulfone